N-((3R,4S)-4-((6-(2,6-dichloro-3,5-dimethoxyphenyl)-8-(1-(2-methoxyeth-yl)-1H-pyrazol-4-yl)pyrido[3,4-d]pyrimidin-2-yl)amino)tetrahydro-furan-3-yl)acrylamide ClC1=C(C(=C(C=C1OC)OC)Cl)C1=CC2=C(N=C(N=C2)N[C@H]2[C@H](COC2)NC(C=C)=O)C(=N1)C=1C=NN(C1)CCOC